tert-butyl 4-([4-[7-(4-hydroxycyclohexyl)-2-[(1-methoxypropan-2-yl)amino]-7H-pyrrolo[2,3-d]pyrimidin-5-yl]phenyl]methyl)piperazine-1-carboxylate OC1CCC(CC1)N1C=C(C2=C1N=C(N=C2)NC(COC)C)C2=CC=C(C=C2)CN2CCN(CC2)C(=O)OC(C)(C)C